2-(2-methoxyethyl)-5-(5-methyl-3,4,5,6-tetrahydropyridin-2-yl)benzo[d]thiazole COCCC=1SC2=C(N1)C=C(C=C2)C2=NCC(CC2)C